OC[C@@H]1C([C@@H]2[C@@H](OC(O2)(C)C)O1)(O)C(F)(F)F (3aR,5R,6aR)-5-(hydroxymethyl)-2,2-dimethyl-6-(trifluoromethyl)tetrahydrofurano[2,3-d][1,3]dioxol-6-ol